6-(2-methoxy-4-methylphenyl)-2-(pyridin-2-yl)-7,8-dihydro-phthalazin-1(2H)-one COC1=C(C=CC(=C1)C)C1=CC=2C=NN(C(C2CC1)=O)C1=NC=CC=C1